FC[C@@H](C)NC(=O)N1CC2(CC2)CC1CC=1C(=C(C=CC1)C1=CC(=CC(=C1)F)F)F N-((R)-1-fluoropropan-2-yl)-6-((2,3',5'-trifluoro-[1,1'-biphenyl]-3-yl)methyl)-5-azaspiro[2.4]heptane-5-carboxamide